3-(4-phenoxyphenyl)-1-(pyrrolidin-3-yl)-1H-pyrazolo[3,4-d]pyrimidin-4-amine trifluoroacetate FC(C(=O)O)(F)F.O(C1=CC=CC=C1)C1=CC=C(C=C1)C1=NN(C2=NC=NC(=C21)N)C2CNCC2